N1C=NC2=C1C=CC(=C2)N2C([C@@H]([C@@H]2C2=C(C=C(C=C2F)C=2N=CN(C2)C(F)(F)F)F)C2CC2)=O (3R,4R)-1-(1H-benzo[d]imidazol-5-yl)-3-cyclopropyl-4-(2,6-difluoro-4-(1-(trifluoromethyl)-1H-imidazol-4-yl)phenyl)azetidin-2-one